C(C)NCC(=O)NC12CCC(CC1)(CC2)CN2N=C(C=1CN(CCC12)C1=C2C(=NC(=C1)C)C=NN2)C 2-(ethylamino)-N-(4-((3-methyl-5-(5-methyl-1H-pyrazolo[4,3-b]pyridin-7-yl)-4,5,6,7-tetrahydro-1H-pyrazolo[4,3-c]pyridin-1-yl)methyl)bicyclo[2.2.2]oct-1-yl)acetamide